1-(8-methoxy-6-amino-2,3-dihydrobenzo[b][1,4]dioxin-5-yl)ethan-1-one COC1=CC(=C(C2=C1OCCO2)C(C)=O)N